(S)-3-(4-amino-5-(trifluoromethyl)pyrrolo[2,1-f][1,2,4]triazin-7-yl)-6-(1-(2-hydroxy-2-methylpropanoyl)pyrrolidin-3-yl)-7,8-dihydro-1,6-naphthyridin-5(6H)-one NC1=NC=NN2C1=C(C=C2C=2C=NC=1CCN(C(C1C2)=O)[C@@H]2CN(CC2)C(C(C)(C)O)=O)C(F)(F)F